propyl 5-methylfuran-2-carboxylate CC1=CC=C(O1)C(=O)OCCC